OCC=1NC(=CC1)CO 2,5-dihydroxymethylpyrrole